C(C)(C)(C)OC(=O)N1CCN(CC1)C1=NC=CC(=C1)C=1C(=C(C=C(C1)F)C1=CC(=C(C=C1)N1C(NCC1)=O)Cl)OC 4-(4-(3'-chloro-5-fluoro-2-methoxy-4'-(2-oxoimidazolidin-1-yl)-[1,1'-biphenyl]-3-yl)pyridin-2-yl)piperazine-1-carboxylic acid tert-butyl ester